FC1=CC=C(C(=O)NC2=NNC3=C(C=CC=C23)F)C=C1 4-Fluoro-N-(7-fluoro-1H-indazol-3-yl)benzamide